[Cl-].[Cl-].C(C)(C)(C)OCCCCCC[Zr](C1=CC=CC=2C3=CC=CC=C3CC12)(C1C=CC=C1)[SiH2]C (t-butoxyhexyl)(methyl)silanyl-(cyclopentadienyl)(fluorenyl)zirconium dichloride